2,6-dibenzyloxy-p-benzoquinone C(C1=CC=CC=C1)OC=1C(C(=CC(C1)=O)OCC1=CC=CC=C1)=O